2-(2-(5-chloro-3,6-diphenylpyrazin-2-yl)phenyl)-4,6-diphenyl-1,3,5-triazine ClC=1N=C(C(=NC1C1=CC=CC=C1)C1=C(C=CC=C1)C1=NC(=NC(=N1)C1=CC=CC=C1)C1=CC=CC=C1)C1=CC=CC=C1